Butyl-3,4-methylenedioxyamphetamine C(CCC)NC(C)CC1=CC2=C(C=C1)OCO2